2-amino-5-fluoropyridine-3-carbonitrile NC1=NC=C(C=C1C#N)F